FC1=CC=C(CC2(NC(C=3N2C(C(=CC3)NC3=NC=NC=C3)=O)=O)C)C=C1 3-(4-fluorobenzyl)-3-methyl-6-(pyrimidin-4-ylamino)-2,3-dihydroimidazo-[1,5-a]pyridine-1,5-dione